CNCC1CN(CCS1)C(=O)OC(C)(C)C tert-butyl 2-((methylamino)methyl)thiomorpholine-4-carboxylate